tert-Butyl 4-(2-cyano-5-isobutyl-3-pyridyl)piperazine-1-carboxylate C(#N)C1=NC=C(C=C1N1CCN(CC1)C(=O)OC(C)(C)C)CC(C)C